CC(C(O)(C)C)C(COCC(C(C(C)(C)O)C)(N)N)(N)N trimethylhydroxyethyl-bis-aminoethyl ether